CCC(=O)C1=CC(=C(C=C1)O)OC 3-methoxy-4-hydroxypropiophenone